5-Amino-3-(4-(2-((3-cyclopentylisoxazol-5-yl)amino)-2-oxoethyl)phenyl)-1-isopropyl-1H-pyrazole-4-carboxamide NC1=C(C(=NN1C(C)C)C1=CC=C(C=C1)CC(=O)NC1=CC(=NO1)C1CCCC1)C(=O)N